tert-butyl (R)-(4-(3-(4-methylpiperazin-1-yl)-3-oxo-2-propionamidopropyl) benzyl)carbamate CN1CCN(CC1)C([C@@H](CC1=CC=C(CNC(OC(C)(C)C)=O)C=C1)NC(CC)=O)=O